C(C=C)OC(CCO)COCC=C 3,4-diallyloxybutanol